5,6-Difluoro-2-oxo-1,2-dihydroquinoline-3-carboxylic acid ethyl ester C(C)OC(=O)C=1C(NC2=CC=C(C(=C2C1)F)F)=O